N1CC(C1)N1C(N(C2=C1C=CC(=C2)F)CC2=NC=C(C=C2)C=2OC(=NN2)C(F)F)=O 1-(azetidine-3-yl)-3-((5-(5-(difluoromethyl)-1,3,4-oxadiazole-2-yl)pyridine-2-yl)methyl)-5-fluoro-1,3-dihydro-2H-benzo[d]imidazole-2-one